(2S,3R)-3-((2-aminopyridin-4-yl)methyl)-N2-(1-methyl-1H-pyrazol-3-yl)-N1-((R)-1-(thiophen-2-yl)propyl)-N2-methyl-4-oxoazetidine-1,2-dicarboxamide NC1=NC=CC(=C1)C[C@@H]1[C@H](N(C1=O)C(=O)N[C@H](CC)C=1SC=CC1)C(=O)N(C)C1=NN(C=C1)C